1-(4-(4-amino-3-(4-phenoxyphenyl)-1H-pyrazolo[3,4-d]pyrimidin-1-yl)piperidin-1-yl)-2-(2-((1R,2R,3S,5R)-2,3-dihydroxy-6,6-dimethylbicyclo[3.1.1]heptan-2-yl)ethoxy)ethan-1-one NC1=C2C(=NC=N1)N(N=C2C2=CC=C(C=C2)OC2=CC=CC=C2)C2CCN(CC2)C(COCC[C@]2([C@H]1C([C@@H](C[C@@H]2O)C1)(C)C)O)=O